FC1(CCC(CC1)[C@@H](C(=O)NC1=NC=C(C=C1)C1=C(C=NN1C)C)NC(OC(C)(C)C)=O)F tert-butyl (S)-(1-(4,4-difluorocyclohexyl)-2-((5-(1,4-dimethyl-1H-pyrazol-5-yl)pyridin-2-yl)amino)-2-oxoethyl)carbamate